N1=CC=CC=2C=CNC(C12)=O 7,8-dihydro-1,7-naphthyridin-8-one